tert-butyl 7-(5-(2-ethoxy-2-oxoethyl) pyrimidin-2-yl)-2,7-diazaspiro[3.5]nonane-2-carboxylate C(C)OC(CC=1C=NC(=NC1)N1CCC2(CN(C2)C(=O)OC(C)(C)C)CC1)=O